FC1(CN(C1)C[C@@H]1C([C@]2([C@](C3=C(C=NC=C3OC)O2)([C@@H]1O)O)C1=CC=C(C#N)C=C1)C1=CC=CC=C1)F 4-((4bS,5R,6S,7aR)-6-((3,3-difluoroazetidin-1-yl)methyl)-4b,5-dihydroxy-4-methoxy-7-phenyl-4b,5,6,7-tetrahydro-7aH-cyclopenta[4,5]furo[2,3-c]pyridin-7a-yl)benzonitrile